ON=C(N)[C@H]1[C@@H](C1)C1=CC=C(C=C1)S(N)(=O)=O (1R,2R)-N'-hydroxy-2-(4-sulfamoylphenyl)cyclopropanecarboxamidine